4-(5-((tert-Butoxycarbonyl)amino)pyrimidin-2-yl)-1-methyl-1H-pyrazole C(C)(C)(C)OC(=O)NC=1C=NC(=NC1)C=1C=NN(C1)C